Cl.ClC=1C=C(C=CC1)NC(=N)NC(=N)N 1-(3-Chlorophenyl)biguanide hydrochloride